FC1=CC=C2C(=C(C=NC2=C1C1=C(C=CC(=C1)OC)F)NC(=O)C1=CC=NC2=CC=CC=C12)N1CCOCC1 N-(7-fluoro-8-(2-fluoro-5-methoxyphenyl)-4-morpholinoquinolin-3-yl)quinoline-4-carboxamide